o-nitrobenzyloxymethyl ether [N+](=O)([O-])C1=C(COCOCOCC2=C(C=CC=C2)[N+](=O)[O-])C=CC=C1